6-methoxypyrimidin COC1=CC=NC=N1